ClC1=C(C=CC=C1)CC(=O)NC1=CC(=C(C=C1)N1C=NC2=NC=CC=C21)S(N)(=O)=O 2-(2-Chlorophenyl)-N-[4-(1H-imidazo[4,5-b]pyridin-1-yl)-3-sulfamoylphenyl]acetamide